5-(3,5-difluoro-4-((4-((fluorosulfonyl)oxy)phenoxy)methyl)phenyl)-1-methyl-1H-pyrazole-3-carboxylic acid FC=1C=C(C=C(C1COC1=CC=C(C=C1)OS(=O)(=O)F)F)C1=CC(=NN1C)C(=O)O